5-(N-(3-iodophenethyl)sulfamoyl)-3-methylbenzofuran-2-carboxylic acid IC=1C=C(CCNS(=O)(=O)C=2C=CC3=C(C(=C(O3)C(=O)O)C)C2)C=CC1